Cl.ClC1=CC=C(C=C1)C1=CC=C(N1C1=C(C=CC=C1)C(F)(F)F)C1=CC=C(C(=O)NCCN(C)C)C=C1 4-[5-(4-chlorophenyl)-1-[2-(trifluoromethyl)-phenyl]pyrrol-2-yl]-N-[2-(dimethylamino)ethyl]benzamide hydrochloride